ClC=1C=C(C=NC1[C@H]1OCCC1)NC(=O)C=1C=NN(C1C(F)(F)F)C1=CC=C(C=2N1C=CN2)Cl (S)-N-(5-Chloro-6-(tetrahydrofuran-2-yl)pyridin-3-yl)-1-(8-chloroimidazo[1,2-a]pyridin-5-yl)-5-(trifluoromethyl)-1H-pyrazol-4-carboxamid